3-(((7-(2-Aminopyrimidin-4-yl)-2,3-dihydrofuro[3,2-c]pyridin-4-yl)amino)methyl)-N-((1R,2S)-2-fluorocyclopropyl)benzamid NC1=NC=CC(=N1)C=1C2=C(C(=NC1)NCC=1C=C(C(=O)N[C@H]3[C@H](C3)F)C=CC1)CCO2